COC(C(C(=O)C1=C(C=CC=C1)OC(F)F)Br)=O 2-bromo-3-(2-(difluoromethoxy)phenyl)-3-oxopropanoic acid methyl ester